ethyl 1-(4-((2-chloro-7,8-dihydro-6H-thiopyrano[3,2-d]pyrimidin-4-yl)amino)-2-fluorophenyl)cyclopropane-1-carboxylate ClC=1N=C(C2=C(N1)CCCS2)NC2=CC(=C(C=C2)C2(CC2)C(=O)OCC)F